C(C)(C)[Si](OC=1C=C(C=NC1)C1(CCC1)O)(C(C)C)C(C)C 1-(5-((triisopropylsilyl)oxy)pyridin-3-yl)cyclobutane-1-ol